FC1=CC(=C(C=N1)C(=O)O)OC 6-fluoro-4-methoxypyridine-3-carboxylic acid